OB1N(N=CC2=C1C=CC=C2)C(=O)[O-] 1-hydroxybenzo[d][1,2,3]diazaborinine-2(1H)-carboxylate